N-((4,4-difluorocyclohexyl)methyl)-5-(3-isopropyl-2-methyl-3H-imidazo[4,5-b]pyridin-5-yl)-7H-pyrrolo[2,3-d]pyrimidin-2-amine FC1(CCC(CC1)CNC=1N=CC2=C(N1)NC=C2C2=CC=C1C(=N2)N(C(=N1)C)C(C)C)F